Cl.FC(C1=CC=C(N)C=C1)(F)F 4-trifluoromethyl-aniline hydrochloride